2-benzazepin-3(1H)-one C1NC(C=CC2=C1C=CC=C2)=O